(R)-(2-amino-3-phenylpropyl)-N-carbamoylcarbamate N[C@@H](COC(NC(N)=O)=O)CC1=CC=CC=C1